ON(C(C1=CC=CC=C1)=O)C1=CC2=CC(=CC=C2C=C1)C1=CC=CC=C1 N-hydroxy-N-(7-phenylnaphthalen-2-yl)benzamide